FC(C1=CC=CC(=N1)[Mg]Cl)(F)F 6-trifluoromethyl-2-pyridyl-magnesium chloride